ClC=1C=C(C=CC1F)[C@@H]1CN2[C@H](CO1)CN(CC2)C(=O)C2=C(C(=CC=C2)C=2N=NC=CC2C)Cl [(3R,9aS)-3-(3-chloro-4-fluoro-phenyl)-3,4,6,7,9,9a-hexahydro-1H-pyrazino[2,1-c][1,4]oxazin-8-yl]-[2-chloro-3-(4-methylpyridazin-3-yl)phenyl]methanone